7-hydroxy-1-methyl-2-oxo-4-{4-[4-(trifluoromethoxy)phenoxy]piperidin-1-yl}-1,2-dihydroquinoline-3-carbonitrile OC1=CC=C2C(=C(C(N(C2=C1)C)=O)C#N)N1CCC(CC1)OC1=CC=C(C=C1)OC(F)(F)F